5-[[1-(2-oxo-2-[(2S,4S)-2-cyano-4-fluoro-pyrrolidin-1-yl]ethyl)-4-piperidyl]amino]quinoline-2-carbonitrile O=C(CN1CCC(CC1)NC1=C2C=CC(=NC2=CC=C1)C#N)N1[C@@H](C[C@@H](C1)F)C#N